methoxy-3-methyl-3H-imidazo[4,5-b]pyridine-5-carboxylic acid COC1=NC=2C(=NC(=CC2)C(=O)O)N1C